3,6-bis-(dimethylamino)-acridinesulfonate CN(C=1C=C(C2=CC3=CC=C(C=C3N=C2C1)N(C)C)S(=O)(=O)[O-])C